Cl.O(C1=CC=CC=C1)C=1C=C2C(=C3C(=NC2=CC1)CCCCC3)N 2-phenoxy-6H,7H,8H,9H,10H-cyclohepta[b]quinoline-11-amine hydrochloride